CN1C(C(=C(C=C1C)[O-])NC(N[C@@H](CC(=O)[O-])C1=CC=C(C=C1)OC1=CC(=CC=C1)OC)=O)=O.[Na+].[Na+] sodium (S)-3-(3-(1,6-dimethyl-4-oxido-2-oxo-1,2-dihydropyridin-3-yl)ureido)-3-(4-(3-methoxy phenoxy)phenyl)propanoate